FC(C)(F)C1=NN=C(O1)CN1C(=NC2=NC=C(C=C21)C=2C=CN1N=CN=C(C12)OC)C 1-((5-(1,1-Difluoroethyl)-1,3,4-oxadiazol-2-yl)methyl)-6-(4-methoxypyrrolo[2,1-f][1,2,4]triazin-5-yl)-2-methyl-1H-imidazo[4,5-b]pyridin